1,2,2-trimethyl-1-oxophospholene CP1(C(C=CC1)(C)C)=O